nonyl bromoformate BrC(=O)OCCCCCCCCC